C1N(CC2C1CNC2)C2=C(C(=NC(=N2)NC2=CC=CC=C2)C=O)N2CC1CNCC1C2 Di-(hexahydropyrrolo[3,4-c]pyrrol-2(1H)-yl)(2-(phenylamino)pyrimidin-4-yl)methanone